NC1=NC=CC=2N1C(=NC2C=2C=C(C=CC2)NC(C=C)=O)C2=CC=C(C=C2)OC2=NC=CC=C2C(F)(F)F N-(3-(5-amino-3-(4-((3-(trifluoromethyl)pyridin-2-yl)oxy)phenyl)imidazo[1,5-c]pyrimidin-1-yl)phenyl)acrylamide